CYANoACRYLAT C(#N)OC(C=C)=O